C(C)N(C(C1=C(C=CC(=C1)F)OC=1C(=NC=NC1)N1CC2(C1)CCN(CC2)C[C@H]2OC[C@@H](CC2)NS(NCC)(=O)=O)=O)C(C)C N-Ethyl-2-((4-(7-(((2S,5R)-5-((N-ethylsulfamoyl)amino)tetrahydro-2H-pyran-2-yl)methyl)-2,7-diazaspiro[3.5]nonan-2-yl)pyrimidin-5-yl)oxy)-5-fluoro-N-isopropylbenzamide